ON1[C@@H]2CC[C@H](N(C1=O)C2)C(=O)NNC(CCNC(OC(C)(C)C)=O)=O tert-Butyl [3-(2-{[(2S,5R)-6-hydroxy-7-oxo-1,6-diazabicyclo[3.2.1]oct-2-yl]carbonyl}hydrazinyl)-3-oxopropyl]carbamate